O=C1CC(CN1CC1=CC=NC=C1)C(=O)O 5-oxo-1-[(pyridin-4-yl)methyl]Pyrrolidine-3-carboxylic acid